N1(N=CC=C1)C(=O)Cl pyrazole-1-carbonyl chloride